FC1=CC=C(C=C1)N1C(C(=CC=C1)C(=O)O)=O 1-(4-fluoro-phenyl)-2-oxo-1,2-dihydropyridine-3-carboxic acid